tert-Butyl 4-(1-(((S)-7-((R)-3-cyclobutyl-2-methylpropanoyl)-10-hydroxy-7-azaspiro[4.5]decan-10-yl)methyl)-4-cyclopropyl-6-oxo-1,6-dihydropyridine-3-carbonyl)piperazine-1-carboxylate C1(CCC1)C[C@H](C(=O)N1CC2(CCCC2)[C@](CC1)(O)CN1C=C(C(=CC1=O)C1CC1)C(=O)N1CCN(CC1)C(=O)OC(C)(C)C)C